N-[4-[4-[6-chloro-4-(trifluoromethyl)-2-pyridyl]piperazin-1-yl]sulfonylphenyl]-3,4-dimethoxy-benzamide ClC1=CC(=CC(=N1)N1CCN(CC1)S(=O)(=O)C1=CC=C(C=C1)NC(C1=CC(=C(C=C1)OC)OC)=O)C(F)(F)F